ClCCCCCCOCCOCCOCCOCCOCCNC(CCC(=O)N1CCC(CC1)C1=NN(C=2C=CC=C(C12)C1=C(C=C2C=NN(C2=C1)C)F)CC(=O)NCC(=O)NCC(=O)O)=O (2-(3-(1-(26-chloro-4-oxo-8,11,14,17,20-pentaoxa-5-azahexacosanoyl)piperidin-4-yl)-5'-fluoro-1'-methyl-1H,1'H-[4,6'-biindazol]-1-yl)acetyl)glycylglycine